tert-butyl 4-[4-[2-fluoro-3-methyl-4-(1-methylbenzotriazol-5-yl)oxy-anilino]pyrido[3,2-d]pyrimidin-6-yl]piperazine-1-carboxylate FC1=C(NC=2C3=C(N=CN2)C=CC(=N3)N3CCN(CC3)C(=O)OC(C)(C)C)C=CC(=C1C)OC1=CC3=C(N(N=N3)C)C=C1